NCCOCCOCCNCC1CN(C1)C(CC1=C(C=C(C=C1)OCCCC1CCN(CC1)C1=NC=C(C=N1)Cl)F)=O 1-[3-[[2-[2-(2-aminoethoxy)ethoxy]ethylamino]methyl]azetidin-1-yl]-2-[4-[3-[1-(5-chloropyrimidin-2-yl)-4-piperidyl]propoxy]-2-fluoro-phenyl]ethanone